1,2,4,5-tetrafluoro-3,6-diisocyanatobenzene FC1=C(C(=C(C(=C1N=C=O)F)F)N=C=O)F